C(=O)C1CCC(CC1)NC(OC(C)(C)C)=O tert-butyl N-[(1r,4r)-4-formylcyclohexyl]carbamate